C(#N)C(C)(C)C1=NN=C(O1)C1=CC2=C(C(C[C@@H](C(N2CC2=CC=C(C=C2)C2=CC=C(C=C2)OC)=O)NC(OC(C)(C)C)=O)(F)F)C=C1F tert-butyl N-[(3S)-8-[5-(1-cyano-1-methyl-ethyl)-1,3,4-oxadiazol-2-yl]-5,5,7-trifluoro-1-[[4-(4-methoxyphenyl)phenyl]methyl]-2-oxo-3,4-dihydro-1-benzazepin-3-yl]carbamate